(S)-2-(p-bromophenoxy)-3-cyclopropylpropionic acid BrC1=CC=C(O[C@H](C(=O)O)CC2CC2)C=C1